ClC=1C=C(C(=C(C1)OC(C1=CC=C(C=C1)C)=O)O)C=NC1=C(C(=CC=C1)Cl)Cl.CNC(C1=CC(=CC=C1)NC1=C(N=C2N1C=CN=C2)C2=CC=CC=C2)=O N-methyl-3-[(2-phenylimidazo[1,2-a]pyrazin-3-yl)amino]benzamide 5-chloro-3-((2,3-dichloro-phenylimino)meth-yl)-2-hydroxyphenyl-4-methylbenzoate